C(C)(C)OC1=C(C(=C(C(=O)C2=CC=CC=C2)C=C1)OC(C)C)OC(C)C tri-isopropoxybenzophenone